C(#N)C1=C(OC2=CC=C3N=CC(=NC3=C2)C2CCC3(C2)CCN(CC3)C(=O)OC(C)(C)C)C(=CC=C1NS(N(C)CC)(=O)=O)F tert-butyl 3-[7-[2-cyano-3-[[ethyl(methyl)sulfamoyl]amino]-6-fluoro-phenoxy]quinoxalin-2-yl]-8-azaspiro[4.5]decane-8-carboxylate